ClC=1C=C(C=CC1F)NC(N(C[C@@H]1OCCC1)[C@H](C)C1=CNC(C2=CC=CC=C12)=O)=O 3-(3-chloro-4-fluorophenyl)-1-(1(R)-(1-oxo-1,2-dihydroisoquinolin-4-yl)ethyl)-1-(((R)-tetrahydrofuran-2-yl)methyl)urea